NC1=NOC2=C1C=C(C=C2)NC(C2=C(C=C(C(=C2)C(F)(F)F)C2CC2)OC2=C(C=C(C=C2)F)C)=O N-(3-aminobenzo[d]isoxazol-5-yl)-4-cyclopropyl-2-(4-fluoro-2-methylphenoxy)-5-(trifluoromethyl)benzamide